(6-bromopyridin-2-yl)-7-(1-(trifluoromethyl)cyclopropyl)imidazo[1,2-b]pyridazine BrC1=CC=CC(=N1)C=1N=C2N(N=CC(=C2)C2(CC2)C(F)(F)F)C1